C(CCCNCCCCCCCCCCNCCCC(=O)O)(=O)O 5,16-diazaicosanedioic acid